(S)-2-(1-aminoethyl)-5-((1-methyl-1H-pyrazol-4-yl)ethynyl)-3-phenylquinazoline NC(C)[C@@H]1N=C2C=CC=C(C2=CN1C1=CC=CC=C1)C#CC=1C=NN(C1)C